CC1=CC=CC(=N1)C1=C(N=CN1)C=1C=C2C=C(C=NC2=CC1)C1=CC=C(C(=O)O[C@H]2CNCC2)C=C1 [(3R)-pyrrolidin-3-yl] 4-[6-[5-(6-methyl-2-pyridyl)-1H-imidazol-4-yl]-3-quinolyl]benzoate